((tert-butoxycarbonyl)amino)-4-(3,3-difluoropiperidin-1-yl)butanoate C(C)(C)(C)OC(=O)NC(C(=O)[O-])CCN1CC(CCC1)(F)F